COC=1C=2N(C=NC1N=CN(C)C)N=CC2C(C(F)(F)F)=O N'-(4-methoxy-3-(2,2,2-trifluoroacetyl)pyrazolo[1,5-c]pyrimidin-5-yl)-N,N-dimethylformimidamide